CC=1OC(=CC1C(=O)Cl)C1=CC(=CC=C1)OC(F)F 2-methyl-5-(3-(difluoromethoxy)phenyl)furan-3-carbonyl chloride